C(C1=CC=CC=C1)SC1=CC(=NC=C1)OC1CC1 4-(benzylsulfanyl)-2-cyclopropoxypyridine